OC(C(CCC(=O)NN)C(=O)NN)C(=O)NN 1-hydroxy-1,2,4-butanetricarbohydrazide